benzyl salicylate C(C=1C(O)=CC=CC1)(=O)OCC1=CC=CC=C1